CC=1C=CC=C2C(=C(NC12)C(=O)O)C1=NC=CC=C1 7-methyl-3-(pyridin-2-yl)-1H-indole-2-carboxylic acid